6-fluoro-5-(piperidine-3-yl)-1,2,4,9-tetrahydrospiro[carbazole-3,1'-cyclopropane]-8-carboxamide 2,2,2-trifluoroacetate FC(C(=O)O)(F)F.FC=1C(=C2C=3CC4(CC4)CCC3NC2=C(C1)C(=O)N)C1CNCCC1